3-(4-(5-methyl-2-(methylthio)pyrimidin-4-yl)-1H-pyrazol-1-yl)propionitrile CC=1C(=NC(=NC1)SC)C=1C=NN(C1)CCC#N